tricyclo[3.3.1.13,7]decane-1-carboxamide C12(CC3CC(CC(C1)C3)C2)C(=O)N